ethyl 3-(3-(6-((1-acetyl-1H-pyrazol-3-yl)oxy)-5,5-difluoro-2-methyl-1-(2-methylhydrazineyl)-1-oxohexan-2-yl)phenyl)-2-methylpropanoate C(C)(=O)N1N=C(C=C1)OCC(CCC(C(=O)NNC)(C)C=1C=C(C=CC1)CC(C(=O)OCC)C)(F)F